5-[1-[5-(ethylamino)-2-pyridyl]-3-(trifluoromethyl)pyrazol-4-yl]-1-methyl-imidazole-2-carboxamide C(C)NC=1C=CC(=NC1)N1N=C(C(=C1)C1=CN=C(N1C)C(=O)N)C(F)(F)F